(R)-2-(4-(1'-(3-((4-(dodecyloxy)-3-fluorophenyl)sulfonyl)-6-(methylsulfinyl)quinolin-4-yl)-[1,4'-bipiperidin]-4-yl)piperazin-1-yl)ethanol C(CCCCCCCCCCC)OC1=C(C=C(C=C1)S(=O)(=O)C=1C=NC2=CC=C(C=C2C1N1CCC(CC1)N1CCC(CC1)N1CCN(CC1)CCO)[S@](=O)C)F